ClC1=C2CN(CC2=CC(=C1)F)C(=O)C1=CC2=C(N=C(O2)C2C(NC(CC2)=O)=O)C=C1 3-(6-(4-chloro-6-fluoroisoindoline-2-carbonyl)benzo[d]oxazol-2-yl)piperidine-2,6-dione